COC(=O)C1=CC(=C2C(=N1)SC(=N2)Br)C 2-bromo-7-methylthiazolo[5,4-b]pyridine-5-carboxylic acid methyl ester